N-(6-amino-5-methyl-3-pyridyl)-2-[(2S,5R)-2-(1,3-benzothiazol-5-yl)-5-methyl-1-piperidyl]-2-oxo-acetamide NC1=C(C=C(C=N1)NC(C(=O)N1[C@@H](CC[C@H](C1)C)C=1C=CC2=C(N=CS2)C1)=O)C